Tert-butyl 6-((4-(indolin-1-yl)-5-(trifluoromethyl) pyrimidin-2-yl)amino)-3,4-dihydroisoquinoline-2(1H)-carboxylate N1(CCC2=CC=CC=C12)C1=NC(=NC=C1C(F)(F)F)NC=1C=C2CCN(CC2=CC1)C(=O)OC(C)(C)C